O=CCC(N)C(=O)O (2-2-oxoethyl)glycine